O.Cl.O=C1NC2=CC=CC=C2C(=C1)C[C@H](N)C(=O)O 3-(2-oxo-1,2-dihydro-4-quinolinyl)alanine hydrochloride monohydrate